1-[3-(1-methyltetrazol-5-yl)phenyl]-6-oxo-pyridazine-3-carboxamide CN1N=NN=C1C=1C=C(C=CC1)N1N=C(C=CC1=O)C(=O)N